2-chloro-4-[[5-[4-(difluoromethoxy)-2,3-difluoro-phenyl]-1-methyl-imidazole-2-carbonyl]amino]benzoic acid tert-butyl ester C(C)(C)(C)OC(C1=C(C=C(C=C1)NC(=O)C=1N(C(=CN1)C1=C(C(=C(C=C1)OC(F)F)F)F)C)Cl)=O